N1=CC=C(C=C1)CCCNC(C1=CC=CC=C1)=O N-[3-(4-pyridyl)propyl]benzamide